6-Chloro-3-[[(1R)-1-[3,6-dimethyl-2-(2-methyl-indazol-5-yl)-4-oxo-chromen-8-yl]ethyl]-amino]pyridine-2-carboxylic acid ClC1=CC=C(C(=N1)C(=O)O)N[C@H](C)C=1C=C(C=C2C(C(=C(OC12)C1=CC2=CN(N=C2C=C1)C)C)=O)C